C(C)(C)(C)C1=CC=C(COC2=CC3=C(C(=CC(O3)=O)C(F)(F)F)C=C2)C=C1 7-((4-tert-butylbenzyl)oxy)-4-trifluoromethyl-2H-1-benzopyran-2-one